(S)- and (R)-2-((4-cyanophenethyl)amino)-2-phenyl-N-(4-(pyridazin-3-yl)phenyl)acetamide C(#N)C1=CC=C(CCN[C@H](C(=O)NC2=CC=C(C=C2)C=2N=NC=CC2)C2=CC=CC=C2)C=C1 |r|